FC(C(=O)O)(F)F.CC(C)NC1CC=2N(C3=C(C1)C=C(C=C3)C#N)C(=NN2)[C@@H]2CC[C@H](CC2)OC2=NC=CC=C2 5-(propan-2-ylamino)-1-[trans-4-(pyridin-2-yloxy)cyclohexyl]-5,6-dihydro-4H-[1,2,4]triazolo[4,3-a][1]benzazepin-8-carbonitrile trifluoroacetate